methyl 4-chloro-2-(4-methoxybenzyl)-3-oxo-1-(2-oxoethyl)isoindoline-1-carboxylate ClC1=C2C(N(C(C2=CC=C1)(C(=O)OC)CC=O)CC1=CC=C(C=C1)OC)=O